FC=1C=C(C=CC1F)CN1C(C=2N(C[C@@H]1COC)C=C(N2)C2=NC(=NC=C2C)S(=O)(=O)C)=O (6R)-7-[(3,4-difluorophenyl)methyl]-6-(methoxymethyl)-2-(5-methyl-2-methylsulfonyl-pyrimidin-4-yl)-5,6-dihydroimidazo[1,2-a]pyrazin-8-one